CC1=NC=2C(=NC(=CC2)C2=CC(=NC=C2)NC(OC(C)(C)C)=O)N1C1=CC(=C(C=C1)N1CCNCC1)C(F)(F)F tert-butyl (4-(2-methyl-3-(4-(piperazin-1-yl)-3-(trifluoromethyl)phenyl)-3H-imidazo[4,5-b]pyridin-5-yl)pyridin-2-yl)carbamate